diethylene glycol mono(n-butyl) ether C(CCC)OCCOCCO